The molecule is a heavily substituted carbohydrazide that is an antiretroviral drug of the protease inhibitor (PI) class used to treat infection of human immunodeficiency virus (HIV). It has a role as an antiviral drug and a HIV protease inhibitor. CC(C)(C)[C@@H](C(=O)N[C@@H](CC1=CC=CC=C1)[C@H](CN(CC2=CC=C(C=C2)C3=CC=CC=N3)NC(=O)[C@H](C(C)(C)C)NC(=O)OC)O)NC(=O)OC